tert-butyl (1-(4-(trifluoromethyl)benzyl)pyrrolidin-3-yl)carbamate FC(C1=CC=C(CN2CC(CC2)NC(OC(C)(C)C)=O)C=C1)(F)F